11-(prop-2-yl)-11-azatricyclo[6.2.1.02,7]Undec-2,4,6-triene hydrochloride Cl.CC(C)N1C2C3=CC=CC=C3C1CC2